C1(=CC=CC=C1)C(CC=C)OC1=CC=C(C=C1)CCC(C)=O 4-(4-((1-phenylbut-3-en-1-yl)oxy)phenyl)butan-2-one